(2-decyltetradecyloxy)-2,5-dihydropyrazine C(CCCCCCCCC)C(COC1N=CCN=C1)CCCCCCCCCCCC